C(C1=CC=CC=C1)N1C(=NC2=C1C=CC=C2)CCNCCC=2OC=C(N2)C(=O)NCC2=NC=CC=C2F 2-(2-((2-(1-benzyl-1H-benzo[d]imidazol-2-yl)ethyl)amino)ethyl)-N-((3-fluoropyridin-2-yl)methyl)oxazole-4-carboxamide